C(C)N(S(=O)(=O)N[C@@H]1CN([C@@H]2CC3=C(C[C@H]2C1)C(=CC=C3)O)CCC)CC N,N-diethyl-N'-[(3S,4aS,10aR)-6-hydroxy-1-propyl-1,2,3,4,4a,5,10,10a-octahydrobenzo[g]quinolin-3-yl]sulfamide